[Si](C)(C)(C(C)(C)C)O[C@@H]1CC[C@@]2([C@H]3CC[C@@]4([C@H](CC[C@H]4[C@@H]3CCC2C1)[C@@H](CCC(=O)NCCN(CCCCCCCCCC)CCCCCCCCCC)C)C)C (4R)-4-((3R,8R,9S,10S,13R,14S,17R)-3-((tert-butyldimethylsilyl)oxy)-10,13-dimethylhexadecahydro-1H-cyclopenta[a]phenanthren-17-yl)-N-(2-(didecylamino)ethyl)pentanamide